O1C(CCC1)C(C)=O (tetrahydrofuran-2-yl)ethan-1-one